2-(morpholinomethyl)prop-2-enoic acid O1CCN(CC1)CC(C(=O)O)=C